(3-([1,1'-biphenyl]-4-yl-(phenyl)amino)-2-METHYLPHENYL)boronic acid C1(=CC=C(C=C1)N(C=1C(=C(C=CC1)B(O)O)C)C1=CC=CC=C1)C1=CC=CC=C1